(3-(2-(2,6-Dimethylpyridin-4-yl)-3-isopropyl-1H-indol-5-yl)piperidin-1-yl)(3-methyloxetan-3-yl)methanon CC1=NC(=CC(=C1)C=1NC2=CC=C(C=C2C1C(C)C)C1CN(CCC1)C(=O)C1(COC1)C)C